1-([1,1'-biphenyl]-4-yl)-1H-indole C1(=CC=C(C=C1)N1C=CC2=CC=CC=C12)C1=CC=CC=C1